4'-methyl-2-biphenyl-carboxylic acid ethyl ester C(C)OC(=O)C=1C(=CC=CC1)C1=CC=C(C=C1)C